2-[(R)-amino[1-(6-nitropyridin-2-yl)piperidin-4-yl]methyl]-4,5-dichlorophenol N[C@@H](C1=C(C=C(C(=C1)Cl)Cl)O)C1CCN(CC1)C1=NC(=CC=C1)[N+](=O)[O-]